3β-[(2-hydroxyethyl)oxy]-5α-cholestane-4β,25-diol OCCO[C@@H]1[C@@H]([C@@H]2CC[C@H]3[C@@H]4CC[C@H]([C@@H](CCCC(C)(C)O)C)[C@]4(CC[C@@H]3[C@]2(CC1)C)C)O